O=C1NC[C@@H]([C@H]1C(=O)OCC)C1=CC(=CC=C1)C(F)(F)F ethyl (3R,4S)-2-oxo-4-[3-(trifluoromethyl)phenyl]-3-pyrrolidinecarboxylate